FC(C(=O)N1CC(C1)N1N=C(C=2C1=NC=CC2)C2=C(C=C(C=C2)C(F)(F)F)F)=C 2-fluoro-1-(3-(3-(2-fluoro-4-(trifluoromethyl)phenyl)-1H-pyrazolo[3,4-b]pyridin-1-yl)-azetidin-1-yl)prop-2-en-1-one